Tert-butyl (7-chloro-1H-pyrrolo[3,2-b]pyridin-3-yl)carbamate ClC1=C2C(=NC=C1)C(=CN2)NC(OC(C)(C)C)=O